2-methoxyethyl (1S,2R,5R)-3-((3-fluoro-4-((1-methyl-1H-pyrazol-4-yl)oxy)phenyl)sulfonyl)-2-(hydroxycarbamoyl)-3,8-diazabicyclo[3.2.1]octane-8-carboxylate FC=1C=C(C=CC1OC=1C=NN(C1)C)S(=O)(=O)N1[C@H]([C@@H]2CC[C@H](C1)N2C(=O)OCCOC)C(NO)=O